C(C)C1(C=CC=C1)[Mn]C1(C=CC=C1)CC di(ethylcyclopentadienyl)manganese